C(C)OC(=O)C=1SC(=C(N1)C(=O)N1C(CCC1)C)C=1C=NC(=CC1C(F)F)NC(C)(C)C 5-(6-(tert-butylamino)-4-(difluoromethyl)pyridin-3-yl)-4-(2-methylpyrrolidine-1-carbonyl)thiazole-2-carboxylic acid ethyl ester